trihexyltetradecylphosphonium decanoate C(CCCCCCCCC)(=O)[O-].C(CCCCC)[P+](CCCCCCCCCCCCCC)(CCCCCC)CCCCCC